1-(4-Nitrophenyl)ethane [N+](=O)([O-])C1=CC=C(C=C1)CC